CC1SC(SC1)C1=C[N+](=C2N(C1=O)C=CC=C2)CCC 3-(4-methyl-1,3-dithiolan-2-yl)-4-oxo-1-propyl-4H-pyrido[1,2-a]pyrimidinium